methyl (1R,4R)-4-(methylamino)cyclohexane-1-carboxylate CNC1CCC(CC1)C(=O)OC